NCCOCCOCCOC1=NC(=NC=C1)N[C@@H]1[C@H]([C@H]([C@H](O[C@@H]1CCC)COC)O)O (2R,3R,4R,5R,6R)-5-[[4-[2-[2-(2-aminoethoxy)ethoxy]ethoxy]pyrimidin-2-yl]amino]-2-(methoxymethyl)-6-propyl-tetrahydropyran-3,4-diol